N[C@H](C)C=1C=C(C(=C(C1)NC(C)=O)F)C(F)(F)F N-[5-[(1R)-1-aminoethyl]-2-fluoro-3-(trifluoromethyl)phenyl]acetamide